FC1=CC=C(C=C1)N1N(C(=C(C1=O)CC(CCC1=CC=C(C=C1)[N+](=O)[O-])C1CCN(CC1)CC1=CC=NC=C1)C)C 2-(4-fluorophenyl)-4-(2-(1-isonicotinylpiperidin-4-yl)-4-(4-nitrophenyl)butyl)-1,5-dimethyl-1,2-dihydro-3H-pyrazol-3-one